vinyl monocarbonate C(OC=C)([O-])=O